FC(N1N=CC(=C1)C1=NNC2=CC=C(C=C12)NC(C1=C(C(=CC=C1)F)C(F)(F)F)=O)F N-(3-(1-(Difluoromethyl)-1H-pyrazol-4-yl)-1H-indazol-5-yl)-3-fluoro-2-(trifluoromethyl)benzamide